(tricetyl)methyl-ammonium chloride [Cl-].C(CCCCCCCCCCCCCCC)C(CCCCCCCCCCCCCCCC)(CCCCCCCCCCCCCCCC)[NH3+]